C(C)(C)(C)OC(NC=1OC2=C(C1C#N)C(=CC=C2F)Br)=O N-(4-bromo-3-cyano-7-fluoro-benzofuran-2-yl)carbamic acid tert-butyl ester